C(C1=CC=CC=C1)NCCN1N=C(C(=C1)NC(=O)C=1C=NN2C1N=CC=C2)C2=C(C=CC(=C2)Cl)OC(F)F N-[1-[2-(benzylamino)ethyl]-3-[5-chloro-2-(difluoromethoxy)phenyl]-1H-pyrazol-4-yl]pyrazolo[1,5-a]pyrimidine-3-carboxamide